2-[1-[(3,5-ditert-butylphenyl)methyl]pyridin-1-ium-3-yl]acetohydrazide bistrifluoroacetate FC(C(=O)[O-])(F)F.FC(C(=O)[O-])(F)F.C(C)(C)(C)C=1C=C(C=C(C1)C(C)(C)C)C[N+]1=CC(=CC=C1)CC(=O)NN.C(C)(C)(C)C=1C=C(C=C(C1)C(C)(C)C)C[N+]1=CC(=CC=C1)CC(=O)NN